n-dodecyl-propane C(CCCCCCCCCCC)CCC